FC(CNC(OCC1(CN(C1)C=1C=2N(N=C(C1)Cl)C=CN2)F)=O)(F)F (1-(6-chloroimidazo[1,2-b]pyridazin-8-yl)-3-fluoroazetidin-3-yl)methyl (2,2,2-trifluoroethyl)carbamate